Zinc (tetramethyl-guanidine) CN(C(N(C)C)=N)C.[Zn]